C(#N)CN1N=C(C2=CC(=CC=C12)NC(C1=C(C=C(C=C1)SCC)N1CCC2(CC2)CC1)=O)N1CCC(CC1)(F)F N-(1-(cyanomethyl)-3-(4,4-difluoropiperidin-1-yl)-1H-indazol-5-yl)-4-(ethylsulfanyl)-2-(6-azaspiro[2.5]oct-6-yl)benzamide